FC(C(C(C(C(C(C(C(C(C(C(C(C(C(C(F)(F)F)(F)F)(F)F)(F)F)(F)F)(F)F)(F)F)(F)F)(F)F)(F)F)(F)F)(F)F)(F)F)(F)F)(C(=O)O)F perfluoro-n-pentadecyl-carboxylic acid